FC=1C=C(C=C(C1C)NC(=O)C1=CN=C2N1C=CC=C2)C2=NOC(=N2)N2C(CN(CC2)C(=O)OC)C methyl 4-(3-(3-fluoro-5-(imidazo[1,2-a]pyridine-3-carboxamido)-4-methylphenyl)-1,2,4-oxadiazol-5-yl)-3-methylpiperazine-1-carboxylate